C(C1=C(C=CC=C1)C1=CNC(C2=CC(=CC=C12)COC(F)(F)F)=O)([2H])([2H])[2H] 4-(2-(methyl-d3)phenyl)-7-((trifluoromethoxy)methyl)isoquinolin-1(2H)-one